5-fluoropyridine-3-sulfonamide FC=1C=C(C=NC1)S(=O)(=O)N